ClC1=NC=C(C(=C1)C1=C(C=NC(=C1)C)C(=O)NC=1SC2=C(N1)C(N(C2)C(C2=C(N=C(C=C2)C(F)(F)F)OC)=O)C)OC 2'-Chloro-5'-methoxy-N-(5-(2-methoxy-6-(trifluoromethyl)nicotinoyl)-4-methyl-5,6-dihydro-4H-pyrrolo[3,4-d]thiazol-2-yl)-6-methyl-[4,4'-bipyridine]-3-carboxamide